1-(2-(benzyloxy)ethyl)-3-nitro-1H-pyrazole C(C1=CC=CC=C1)OCCN1N=C(C=C1)[N+](=O)[O-]